FC=1C=CC(=NC1C(F)(F)F)C=N[S@](=O)C(C)(C)C (R)-N-((5-fluoro-6-(trifluoromethyl)pyridin-2-yl)methylene)-2-methylpropan-2-sulfinamide